(R)-2-(dimethylamino)-N-(7-methoxy-4-(1-methyl-3-phenyl-1H-pyrazol-4-yl)quinazolin-6-yl)propenamide CN(C(C(=O)NC=1C=C2C(=NC=NC2=CC1OC)C=1C(=NN(C1)C)C1=CC=CC=C1)=C)C